C(#N)C1=C(C=CC=C1)SC=1C=2N(C=C(C1)C=1C(=NN(C1)[C@@H]1CN(CCC1)C(CO)=O)C)N=CC2C#N (S)-4-((2-cyanophenyl)thio)-6-(1-(1-(2-hydroxyacetyl)piperidin-3-yl)-3-methyl-1H-pyrazol-4-yl)pyrazolo[1,5-a]pyridine-3-carbonitrile